C1CCC12NCCC(C2)C(=O)N 5-azaspiro[3.5]nonane-8-carboxamide